tert-butyl 4-((6-(7-(1-methyl-1H-pyrazol-4-yl)imidazo[1,2-a]pyridin-3-yl)pyridin-2-yl)amino)benzoate CN1N=CC(=C1)C1=CC=2N(C=C1)C(=CN2)C2=CC=CC(=N2)NC2=CC=C(C(=O)OC(C)(C)C)C=C2